OC=1C(=CC(=C2C=CC=NC12)S(=O)(=O)C)C(NC(CCCC)=O)C1=CC=C(C=C1)OC N-{[8-hydroxy-5-(methylsulfonyl)quinolin-7-yl](4-methoxyphenyl)methyl}pentanamide